tricosan-1-yl eleostearate C(CCCCCCCC=CC=CC=CCCCC)(=O)OCCCCCCCCCCCCCCCCCCCCCCC